C1(CC1)COC1=C(C=CC(=N1)C(=O)N[C@H](C(=O)O)CC(C)C)N1CCCC1 (S)-2-(6-(cyclopropylmethoxy)-5-(pyrrolidin-1-yl)pyridin-amido)-4-methylpentanoic acid